COC1=CC2=C(C=C(O2)C=2N=C3SC(=NN3C2)OC)C(=C1)OCC=1C=C(C=CC1)NC(OC(C)(C)C)=O tert-butyl (3-(((6-methoxy-2-(2-methoxyimidazo[2,1-b][1,3,4]thiadiazol-6-yl)benzofuran-4-yl)oxy)methyl)phenyl)carbamate